ClC1=C(C=CC=C1)/C=C/C(=O)C=1C=CC2=C(C=CC(O2)(C)C)C1O (E)-3-(2-chlorophenyl)-1-(5-hydroxy-2,2-dimethyl-2H-benzopyran-6-yl)prop-2-en-1-one